BrC(C)C=1C=C(C=C2C(C=C(OC12)N1CCC(CC1)C)=O)C 8-(1-bromoethyl)-6-methyl-2-(4-methyl-1-piperidyl)chromen-4-one